C(C)(C)(C)OC(N(C)C1CCN(CC1)C1=CC=CC=2N(C(N(C21)C)=O)C=2C(=NC(=CC2)OCC2=CC=CC=C2)OCC2=CC=CC=C2)=O N-[1-[1-(2,6-dibenzyloxy-3-pyridinyl)-3-methyl-2-oxo-benzoimidazol-4-yl]-4-piperidinyl]-N-methyl-carbamic acid tert-butyl ester